NC1(CC2(CCC2C1)C)CC(=O)O (3-amino-methyl-bicyclo[3.2.0]hept-3-yl)-acetic acid